diisobutyl 3,3-dimethylglutarate CC(CC(=O)OCC(C)C)(CC(=O)OCC(C)C)C